methyl 8-bromo-1-(3-fluoro-4-methylbenzyl)-5-hydroxy-2-oxo-2,3,4,5-tetrahydro-1H-benzo[b]azepine-4-carboxylate BrC=1C=CC2=C(N(C(CC(C2O)C(=O)OC)=O)CC2=CC(=C(C=C2)C)F)C1